1,3-diisopropyl-benzene C(C)(C)C1=CC(=CC=C1)C(C)C